C1(CC1)NC(C1=C(C=CC(=C1)F)SC1=CC=C2C(=NN(C2=C1)C1OCCCC1)\C=C\C1=NC=CC(=C1)CCN1CCCC1)=O N-cyclopropyl-5-fluoro-2-[3-[(trans)-2-[4-(2-pyrrolidin-1-ylethyl)-2-pyridinyl]vinyl]-1-tetrahydropyran-2-yl-indazol-6-yl]sulfanylbenzamide